O1[C@@H](CC1)CN1C(=NC2=C1C=C(C=C2)C(=O)O)CN2CCNCC2 (S)-1-(oxetan-2-ylmethyl)-2-(piperazin-1-ylmethyl)-1H-benzo[d]imidazole-6-carboxylic acid